The molecule is an N-(long-chain-acyl)ethanolamine that is the ethanolamide of (5Z,8Z,11Z,14Z17Z)-eicosapentaenoic acid. It has a role as a PPARgamma agonist. It is a N-(long-chain-acyl)ethanolamine, an endocannabinoid, a N-(polyunsaturated fatty acyl)ethanolamine and a N-acylethanolamine 20:5. It derives from an all-cis-5,8,11,14,17-icosapentaenoic acid. CC/C=C\\C/C=C\\C/C=C\\C/C=C\\C/C=C\\CCCC(=O)NCCO